octanoate choline salt OCC[N+](C)(C)C.C(CCCCCCC)(=O)[O-]